N-(7,8-dichloro-4-(1H-imidazol-1-yl)quinoline-2-yl)-N-(2-morpholinoethyl)glycine ClC1=CC=C2C(=CC(=NC2=C1Cl)N(CC(=O)O)CCN1CCOCC1)N1C=NC=C1